ClC1=CC=C(C(=N1)C(=O)O)N[C@H](C)C1=NC(=CC(=C1)C)N1C(OC[C@@H]1CCC1=CC=CC=C1)=O 6-Chloro-3-(((R)-1-(4-methyl-6-((S)-2-oxo-4-phenethyloxazolidin-3-yl)pyridin-2-yl)ethyl)amino)picolinic acid